1-(2-trimethylsilylethoxymethyl)imidazole-2-carboxylic acid C[Si](CCOCN1C(=NC=C1)C(=O)O)(C)C